2-Phenoxyacetohydrazide O(C1=CC=CC=C1)CC(=O)NN